O=C1N(C[C@@H](C1)CCC)[C@H](C(=O)N)CC (2S)-2-[(4R)-2-OXO-4-PROPYLTETRAHYDRO-1H-PYRROL-1-YL]BUTANAMID